2-((5-chloro-2-((4-(pyrrolidin-3-yl)pyridin-2-yl)amino)pyridin-4-yl)amino)-N-methylbenzamide ClC=1C(=CC(=NC1)NC1=NC=CC(=C1)C1CNCC1)NC1=C(C(=O)NC)C=CC=C1